C(C1=CC=CC=C1)N1[C@@H]2CN([C@H](C1)C2)C(=O)OC(C)(C)C (1S,4S)-tert-Butyl 5-benzyl-2,5-diazabicyclo[2.2.1]heptane-2-carboxylate